(3-(2-(2-Aminoethoxy)ethoxy)propionylamino)-N-(1-isopropyl-5-methyl-1H-pyrazol-3-yl)benzamide NCCOCCOCCC(=O)NC1=C(C(=O)NC2=NN(C(=C2)C)C(C)C)C=CC=C1